1-amino-3,3-difluoro-N-methylcyclobutane-1-carboxamide NC1(CC(C1)(F)F)C(=O)NC